Fmoc-N-Trityl-L-Asparagine C(=O)(OCC1C2=CC=CC=C2C2=CC=CC=C12)N([C@@H](CC(N)=O)C(=O)O)C(C1=CC=CC=C1)(C1=CC=CC=C1)C1=CC=CC=C1